1,4-dibromobutane tetrafluoroborate F[B-](F)(F)F.BrCCCCBr